diazaspiro[4.5]deca-6,9-diene N1NCCC12C=CCC=C2